C(CCC)[C@@]1(CS(C2=C(N(C1)C1=CC=CC=C1)C=C(C(=C2)OC[C@](C(=O)O)(C)F)SC)(=O)=O)CC (S)-3-(((S)-3-butyl-3-ethyl-7-(methylsulfanyl)-1,1-dioxo-5-phenyl-2,3,4,5-tetrahydro-1,5-benzothiazepin-8-yl)oxy)-2-fluoro-2-methylpropanoic acid